3,4-dihydroxyphenyl-N-(4,5,6,7-tetrahydrobenzo[d]thiazol-2-yl)acrylamide OC=1C=C(C=CC1O)C(C(=O)NC=1SC2=C(N1)CCCC2)=C